ClC1=CN(C2=NC=CC(=C21)OC=2C=CC(=NC2)N)COCC[Si](C)(C)C 5-((3-chloro-1-((2-(trimethylsilyl)ethoxy)methyl)-1H-pyrrolo[2,3-B]pyridin-4-yl)oxy)pyridin-2-amine